C12NCC(C=C1)C2 2-azabicyclo[2.2.1]Hept-5-ene